4-(4-nitro-1H-pyrazol-1-yl)piperidin [N+](=O)([O-])C=1C=NN(C1)C1CCNCC1